[I-].O\N=C\C1=[N+](C=CC(=C1)OC1=CC=C(C=C1)OC)C (E)-2-((hydroxyimino)methyl)-1-methyl-4-(4-methoxyphenoxy)pyridin-1-ium iodide